(R)-N-(4-(1-acryloylpiperidine-3-carboxamido)-3-fluorophenyl)-6-(1H-pyrazol-5-yl)picolinamide C(C=C)(=O)N1C[C@@H](CCC1)C(=O)NC1=C(C=C(C=C1)NC(C1=NC(=CC=C1)C1=CC=NN1)=O)F